3-(N-morpholino)-2-hydroxypropanesulfonic acid sodium salt CCOC(=O)C(=O)C1CCCC1=O